4-bromo-1,2-diaminobenzene BrC1=CC(=C(C=C1)N)N